N-(3-(1-(2,6-dioxopiperidin-3-yl)-5-methyl-1H-indazol-6-yl)prop-2-yn-1-yl)-5-(8-(7-ethyl-1,3-dimethyl-2-oxo-1,2-dihydroquinolin-5-yl)isoquinolin-3-yl)picolinamide O=C1NC(CCC1N1N=CC2=CC(=C(C=C12)C#CCNC(C1=NC=C(C=C1)C=1N=CC2=C(C=CC=C2C1)C1=C2C=C(C(N(C2=CC(=C1)CC)C)=O)C)=O)C)=O